NC1(CCOCC1)C(=O)N[C@@H](CC=1C=C2CCN(C(C2=CC1)=O)C1=CC=CC=C1)C#N (S)-4-Amino-N-(1-cyano-2-(1-oxo-2-phenyl-1,2,3,4-tetrahydroisoquinolin-6-yl)ethyl)Tetrahydro-2H-pyran-4-carboxamide